C1(CC1)N(CC[C@@H](C(=O)O)NC([C@H](C1=CC=CC=C1)O)=O)CCCCC1=NC=2NCCCC2C=C1 (S)-4-(cyclopropyl(4-(5,6,7,8-tetrahydro-1,8-naphthyridin-2-yl)butyl)amino)-2-((S)-2-hydroxy-2-phenylacetamido)butanoic acid